NC1=C2C(=NC=N1)N(N=C2C)[C@H](C)C2=C(C(=C(C#N)C(=C2)Cl)C2CN(C2)C[C@H](C)O)OC 4-((R)-1-(4-amino-3-methyl-1H-pyrazolo[3,4-d]pyrimidin-1-yl)ethyl)-6-chloro-2-(1-((S)-2-hydroxypropyl)azetidin-3-yl)-3-methoxybenzonitrile